[N].[Ce] cerium nitrogen